N-methyl-1-(2-oxo-1,3-dihydrobenzimidazol-5-yl)-2-propyl-benzimidazole-5-carboxamide CNC(=O)C1=CC2=C(N(C(=N2)CCC)C2=CC3=C(NC(N3)=O)C=C2)C=C1